[Eu].N1=CC(=CC=C1)CCNC(C(C1=CC(=C(C(=C1)OC)OC)OC)NCCC1=CC=NC=C1)=O N-(2-pyridine-3-ylethyl)-2-[(2-pyridine-4-ylethyl)amino]-2-(3,4,5-trimethoxyphenyl)acetamid europium